O=C1NC2=CC=C(C=C2CC1)S(=O)(=O)Cl 2-oxo-3,4-dihydro-1H-quinoline-6-sulfonyl chloride